C(C)[C@H]1N(C[C@@H](N(C1)C=1C2=C(N(C(N1)=O)C)C=CC(=N2)C#N)C)[C@@H](CC)C2=CC=C(C=C2)OC(F)(F)F 4-((2S,5R)-5-ethyl-2-methyl-4-((S)-1-(4-(trifluoromethoxy)phenyl)propyl)piperazin-1-yl)-1-methyl-2-oxo-1,2-dihydropyrido[3,2-d]pyrimidine-6-carbonitrile